ClC=1N=CC2=C(N1)N(C(C=C2C)=O)C2CCCCC2 2-chloro-8-cyclohexyl-5-methylpyrido[2,3-d]pyrimidin-7(8H)-one